1-[2-(4-ethylphenyl)-3-(pyridin-4-yl)-6,7-dihydropyrazolo[1,5-a]pyrazin-5(4H)-yl]prop-2-en-1-one C(C)C1=CC=C(C=C1)C1=NN2C(CN(CC2)C(C=C)=O)=C1C1=CC=NC=C1